di(3-chloro-2-hydroxypropyl) sulfate S(=O)(=O)(OCC(CCl)O)OCC(CCl)O